CC=1C=C(C(=NC1)C1=NC=CC=C1)C(=O)N1[C@@H]2[C@@H](C[C@H](C1)C2)OC2=NC=C(C=C2)C(F)(F)F (5-methyl-[2,2'-bipyridin]-3-yl)((1S,4R,6R)-6-((5-(trifluoromethyl)pyridin-2-yl)oxy)-2-azabicyclo[2.2.1]hept-2-yl)methanone